CN(C)CC1(CC1)COC1NC(C=2C(N1)=CN(CC2)C2=CC=CC1=CC=CC(=C21)CC)O 2-((1-((dimethylamino)methyl)cyclopropyl)methoxy)-7-(8-ethylnaphthalen-1-yl)-tetrahydropyrido[3,4-d]pyrimidin-4-ol